NC1=NN2C(N=CC=C2)=C1C(=O)NC(C)C=1C=C(C2=CNN=C2C1N1CCC(CC1)C(=O)NC)Cl 2-Amino-N-[1-(4-chloro-7-{4-[(methylamino)carbonyl]piperidin-1-yl}-2H-indazol-6-yl)ethyl]pyrazolo[1,5-a]pyrimidine-3-carboxamide